FC=1C=C(C=NC1)N1CC2(C1)CCCC2 2-(5-fluoropyridin-3-yl)-2-azaspiro[3.4]octane